2-fluoro-4-(3-(trifluoromethyl)benzyl)pyridine FC1=NC=CC(=C1)CC1=CC(=CC=C1)C(F)(F)F